COC1=CC=C(CC=2OC(=CN2)C2=CC3=C(C(=CO3)C3C(NC(CC3)=O)=O)C=C2)C=C1 3-(6-(2-(4-methoxybenzyl)oxazol-5-yl)benzofuran-3-yl)piperidine-2,6-dione